dodecyl-sodium bromide [Br-].C(CCCCCCCCCCC)[Na]